4-chloro-1-(methyl-d3)-8-(piperidin-4-yl)-2-(trifluoromethyl)chromeno[7,8-d]imidazol-6(1H)-one hydrochloride Cl.ClC1=CC=2C(C=C(OC2C2=C1N=C(N2C([2H])([2H])[2H])C(F)(F)F)C2CCNCC2)=O